5-(4-chlorophenyl)-7-{1-[1-(2-fluorophenyl)-1H-1,2,3-triazol-4-yl]ethyl}-6-methyl-7H-pyrrolo[2,3-d]pyrimidin-4-amine ClC1=CC=C(C=C1)C1=C(N(C=2N=CN=C(C21)N)C(C)C=2N=NN(C2)C2=C(C=CC=C2)F)C